ClC1=C(OC=2N=C3C(=NC2)NC(=N3)N3CCC(CC3)(C)NC(OC(C)(C)C)=O)C=CC=C1Cl tert-Butyl [1-(5-(2,3-dichlorophenoxy)-1H-imidazo[4,5-b]pyrazin-2-yl)-4-methylpiperidin-4-yl]carbamate